N-(2-aminopropyl)aminopropyltrimethoxysilane NC(CNCCC[Si](OC)(OC)OC)C